BrC=1C=C(C=CC1)C1=CC(=CC=C1)C1=NC=CC=C1 3-bromo-3'-(2-pyridyl)-1,1'-biphenyl